C(C1CO1)OC1=CC=C(C=C1)OCC1CO1 1,4-diglycidyl-oxybenzene